thiosulfamic acid S(N)(O)(=S)=O